C(CCC)C(C(=O)O)(C)O.C(C(O)C)(=O)OCCCC Butyl lactate (butyl-alpha-hydroxy propionate)